OC1=C(C(N(C=C1)C)=O)NC(N[C@@H](CC(=O)O)C1=CC=C(C=C1)C1=C(C=CC=C1)C)=O (S)-3-(3-(4-hydroxy-1-methyl-2-oxo-1,2-dihydropyridin-3-yl)ureido)-3-(2'-methylbiphenyl-4-yl)propionic acid